2-(2-aminophenoxy)hexafluoropropane NC1=C(OC(C(F)(F)F)C(F)(F)F)C=CC=C1